tert-butyl 3-fluoro-6-iodo-2-methylbenzoate FC=1C(=C(C(=O)OC(C)(C)C)C(=CC1)I)C